methyl 2-(3-((4-(5-(3-acetamidophenyl)-2-(2-aminopyridin-3-yl)-3H-imidazo[4,5-b]pyridin-3-yl)benzyl)carbamoyl)phenyl)acetate C(C)(=O)NC=1C=C(C=CC1)C1=CC=C2C(=N1)N(C(=N2)C=2C(=NC=CC2)N)C2=CC=C(CNC(=O)C=1C=C(C=CC1)CC(=O)OC)C=C2